CC1(C(C(CCC1)=C)CC/C(=C/CO)/C)C (E)-5-(2,2-dimethyl-6-methylenecyclohexyl)-3-methylpent-2-en-1-ol